6-(3-isopropyl-5-(1-((1-methyl-1H-pyrazol-3-yl)methyl)piperidin-4-yl)-1H-indol-2-yl)-8-methyl-[1,2,4]triazolo[4,3-a]pyridine C(C)(C)C1=C(NC2=CC=C(C=C12)C1CCN(CC1)CC1=NN(C=C1)C)C=1C=C(C=2N(C1)C=NN2)C